5-[3-(dimethylamino)azetidin-1-yl]-2-(2-furyl)pyrazolo[1,5-a]pyrimidine-3-carboxamide CN(C1CN(C1)C1=NC=2N(C=C1)N=C(C2C(=O)N)C=2OC=CC2)C